CC(=O)NCCNC1=CC=CC2=C1C=CC=C2S(=O)(=O)O The molecule is an aminonaphthalenesulfonic acid fluorophore with a structure consisting of ethylenediamine substituted on the nitrogens with acetyl and 5-sulfonyl-1-naphthyl groups. It has a role as a fluorescent probe.